2-(4,5-dimethylpyrazolyl)succinic acid CC=1C(=NNC1C)C(C(=O)O)CC(=O)O